tert-butyl-((1s,5r)-3-(7-chloro-8-fluoro-2-(((2r,7as)-2-fluorohexahydro-1H-pyrrolizin-7a-yl) methoxy) pyrido[4,3-d]pyrimidin-4-yl)-3-azabicyclo[3.1.0]hexane-1-yl) carbamate C(N)(O[C@@]12C(N(C[C@H]2C1)C=1C2=C(N=C(N1)OC[C@]13CCCN3C[C@@H](C1)F)C(=C(N=C2)Cl)F)C(C)(C)C)=O